CC1=C(CNC(OC(C)(C)C)=O)C=CC(=C1)C#C[Si](C)(C)C tert-butyl 2-methyl-4-((trimethylsilyl)ethynyl)benzylcarbamate